ClC=1C(=C(C(=CC1)N1N=NC(=C1)Cl)C=1C=CC(=[N+](C1)[O-])[C@@H](CCOC(F)F)N1N=CC(=C1)C=1N(N=CC1O)C)F |o1:20| (R*)-5-(3-Chloro-6-(4-chloro-1H-1,2,3-triazol-1-yl)-2-fluorophenyl)-2-(3-(difluoromethoxy)-1-(4-hydroxy-2-methyl-1'H,2H-[3,4'-bipyrazol]-1'-yl)propyl)pyridine 1-oxide